2-[5-[2-[[3-fluoro-5-(1,1,2,2,3,3,3-heptafluoropropyl)-2-pyridyl]carbamoyl]-4-nitro-phenyl]sulfanyltetrazol-1-yl]ethyl methyl carbonate C(OCCN1N=NN=C1SC1=C(C=C(C=C1)[N+](=O)[O-])C(NC1=NC=C(C=C1F)C(C(C(F)(F)F)(F)F)(F)F)=O)(OC)=O